ClC1=NC=C(C(=N1)N(C1=C(N=CS1)C(=O)OCC)C)[N+](=O)[O-] ethyl 5-((2-chloro-5-nitropyrimidin-4-yl)(methyl)amino)thiazole-4-carboxylate